C(C)OC(C(CC(C)C#N)(F)F)=O.C(C)(=O)NCC(=O)NC=1C=C2C(N(CC2=CC1)C1C(NC(CC1)=O)=O)=O 2-acetylamino-N-[2-(2,6-dioxo-3-piperidinyl)-3-oxo-isoindolin-5-yl]acetamide ethyl-4-cyano-2,2-difluoro-pentanoate